CN1N=CC(=C1)C1=C2C(=NC=C1)NC=C2C2=CC=1N(C=C2)N=CC1C(=O)N1CCOCC1 (5-(4-(1-methyl-1H-pyrazol-4-yl)-1H-pyrrolo[2,3-b]pyridin-3-yl)pyrazolo[1,5-a]pyridin-3-yl)(morpholino)methanone